The molecule is an N-acyl-4-hydroxy-15-methylhexadecasphinganine-1-phosphocholine in which the acyl group has 23 carbons and 0 double bonds and is 2-hydroxylated. It derives from a 15-methylhexadecaphytosphingosine. CCCCCCCCCCCCCCCCCCCCCC(C(=O)N[C@@H](COP(=O)([O-])OCC[N+](C)(C)C)[C@@H]([C@@H](CCCCCCCCCCC(C)C)O)O)O